(E)-N-(4-(1-(4-(4-(7-(2-(2,6-dioxopiperidin-3-yl)-1-oxoisoindoline-4-yl)hept-6-yn-1-yl)piperazin-1-yl)benzoyl)piperidin-4-yl)butyl)-3-(pyrazin-2-yl)acrylamide O=C1NC(CCC1N1C(C2=CC=CC(=C2C1)C#CCCCCCN1CCN(CC1)C1=CC=C(C(=O)N2CCC(CC2)CCCCNC(\C=C\C2=NC=CN=C2)=O)C=C1)=O)=O